2-(ISOPROPYLTHIO)PROPANOIC ACID C(C)(C)SC(C(=O)O)C